3,5-dihydrofuro[3,2-c]pyridin-4(2H)-one O1CCC=2C(NC=CC21)=O